[Ag]F.[Al] aluminum-silver fluoride